NC12CC(C(CC1)(CC2)C(=O)OCC)=O Ethyl 4-amino-2-oxobicyclo[2.2.2]octane-1-carboxylate